6-bromo-4-oxo-N-(pyridin-3-yl)-4H-chromene-2-carboxamide BrC=1C=C2C(C=C(OC2=CC1)C(=O)NC=1C=NC=CC1)=O